1,4,5,8-tetrabromonaphthalene BrC1=CC=C(C2=C(C=CC(=C12)Br)Br)Br